methyl 4-(3-benzyloxy-2,6-dimethyl-phenyl)-3-cyano-1-ethyl-pyrrolo[2,3-b]pyridine-6-carboxylate C(C1=CC=CC=C1)OC=1C(=C(C(=CC1)C)C1=C2C(=NC(=C1)C(=O)OC)N(C=C2C#N)CC)C